ClC1=CC=C(C=C1)C=1N=C2N(C=CC=C2)C1CN1C2CN(CC1CC2)C(=O)C2=C(C=CC(=C2)F)C (8-{[2-(4-Chlorophenyl)imidazo[1,2-a]pyridin-3-yl]methyl}-3,8-diazabicyclo[3.2.1]oct-3-yl)(5-fluoro-2-methylphenyl)methanon